OC(C(CO)N1CCNCCNCCNCC1)CO 10-(2,3-dihydroxy-1-(hydroxymethyl)propyl)-1,4,7,10-tetraazacyclododecane